FC=1C=C(C=C(C1F)O)C=1OC2=C(N1)C=C(C=C2)C(=O)N2CCOCC2 (2-(3,4-Difluoro-5-hydroxyphenyl)benzo[d]oxazol-5-yl)(morpholino)methanone